2-[5-(aminomethyl)-1,2,4-oxadiazol-3-yl]-N-[(3S,4R)-3-fluoro-1-methyl-4-piperidyl]-1-(2,2,2-trifluoroethyl)indol-4-amine NCC1=NC(=NO1)C=1N(C=2C=CC=C(C2C1)N[C@H]1[C@H](CN(CC1)C)F)CC(F)(F)F